FC=1C=C(C=C(C1N(C(=O)C1=C(CCC1)C(=O)NOC)C)F)C1=CC(=CC=C1)OC([2H])([2H])[2H] N1-(3,5-Difluoro-3'-(methoxy-d3)-[1,1'-biphenyl]-4-yl)-N2-methoxy-N1-methylcyclopent-1-ene-1,2-dicarboxamide